acryloyl-Phthalic acid C(C=C)(=O)C1=C(C(C(=O)O)=CC=C1)C(=O)O